4-(2-anilinopyrimidin-4-yl)-6-[2-(trifluoromethyl)-1-piperidyl]-1H-pyridin-2-one N(C1=CC=CC=C1)C1=NC=CC(=N1)C1=CC(NC(=C1)N1C(CCCC1)C(F)(F)F)=O